(1-((2-(trimethylsilyl)ethoxy)methyl)-1H-pyrrol-2-yl)boronic acid C[Si](CCOCN1C(=CC=C1)B(O)O)(C)C